C(CCCCCCCCCCC(=O)OCC)(=O)OCC 1,12-diethyl dodecanedioate